The molecule is an N-acyl-1-O-beta-D-glucosyl-15-methylhexadecasphing-4-enine in which the acyl group has 24 carbons and 0 double bonds. It derives from a 15-methylhexadecasphing-4-enine. CCCCCCCCCCCCCCCCCCCCCCCC(=O)N[C@@H](CO[C@H]1[C@@H]([C@H]([C@@H]([C@H](O1)CO)O)O)O)[C@@H](/C=C/CCCCCCCCCC(C)C)O